5-(2-amino-[1,2,4]triazolo[1,5-a]pyridin-7-yl)nicotinic acid, lithium salt [Li+].NC1=NN2C(C=C(C=C2)C=2C=NC=C(C(=O)[O-])C2)=N1